ClC1=CC(=C(C=O)C=C1)C=1N=NNN1 4-chloro-2-(2H-tetrazol-5-yl)benzaldehyde